ClC1=C(C=CC=C1)C=1OC2=C(C(C1)=O)C(=CC(=C2[C@@H]2[C@@H](CN(CC2)C)O)OC(N(C[C@@H]2NCCCC2)CC)=O)O Ethyl-{[(2R)-piperidin-2-yl]methyl}carbamic acid 2-(2-chlorophenyl)-5-hydroxy-8-[(3s,4R)-3-hydroxy-1-methylpiperidin-4-yl]-4-oxo-4H-1-benzopyran-7-yl ester